CN1N=C(C(=C1C)CC=O)C(=O)OCC ethyl 1,5-dimethyl-4-(2-oxo-ethyl)-1H-pyrazole-3-carboxylate